C[Si](O[Si](O[Si](C)(C)C)(CCCCCC)C)(C)C 1,1,1,3,5,5,5-heptamethyl-3-hexyltrisiloxane